C(C)OCCOCCOCCOC(C=C)=O acrylic acid ethoxyethoxyethoxyethyl ester